BrC1=CC(=NC=C1)OC1=NC(=NC=C1I)Cl 4-[(4-bromo-2-pyridyl)oxy]-2-chloro-5-iodo-pyrimidine